1-tert.-Butyl-5-{[2-(4-chlorophenyl)imidazo[1,2-a]pyridin-3-yl]methyl}-2,5-diazabicyclo[2.2.2]octan-2-carboxylat C(C)(C)(C)C12N(CC(N(C1)CC1=C(N=C3N1C=CC=C3)C3=CC=C(C=C3)Cl)CC2)C(=O)[O-]